3-((5-(Aminomethyl)pyrazin-2-yl)amino)piperidine-2,6-dione NCC=1N=CC(=NC1)NC1C(NC(CC1)=O)=O